CC1=CC=C(C=C1)S(=O)(=O)NCC(C1=CC=C(C=C1)C1=NOC(=N1)C(F)(F)F)=O 4-methyl-N-(2-oxo-2-(4-(5-(trifluoromethyl)-1,2,4-oxadiazol-3-yl)phenyl)ethyl)benzenesulfonamide